5-bromo-2-(1-(fluoromethyl)-2-oxabicyclo[2.1.1]hexan-4-yl)-6-isopropoxy-2H-pyrazolo[3,4-b]pyridine BrC1=CC=2C(N=C1OC(C)C)=NN(C2)C21COC(C2)(C1)CF